[C].C(C=CC)O crotyl alcohol carbon